(6-cyano-2,4-dimethyl-5-oxo-thiazolo[5,4-b]pyridin-7-yl) trifluoromethanesulfonate FC(S(=O)(=O)OC=1C2=C(N(C(C1C#N)=O)C)SC(=N2)C)(F)F